2-chloro-N,N-di(2-ethylhexyl)-acetamide ClCC(=O)N(CC(CCCC)CC)CC(CCCC)CC